(3-((benzyloxy)methyl)-4-ethyl-5-oxo-4,5-dihydro-1H-1,2,4-triazol-1-yl)-5-fluoro-2-formylnicotinic acid isopropyl ester C(C)(C)OC(C1=C(N=C(C(=C1)F)N1N=C(N(C1=O)CC)COCC1=CC=CC=C1)C=O)=O